(S)-quinuclidin-3-yl (6-(4-(trifluoromethyl)phenyl)-1,2,3,4-tetrahydronaphthalen-1-yl)carbamate FC(C1=CC=C(C=C1)C=1C=C2CCCC(C2=CC1)NC(O[C@@H]1CN2CCC1CC2)=O)(F)F